3-(3-methoxyphenyl)piperidine COC=1C=C(C=CC1)C1CNCCC1